2-(4-METHYL-1,3-THIAZOL-5-YL)-1-ETHANOL CC=1N=CSC1CCO